2-[5-bromo-4-(hydroxymethyl)pyridin-3-yl]ethanol BrC=1C(=C(C=NC1)CCO)CO